7-chloro-3-hydroxy-5-phenyl-1H-1,4-benzodiazepin-2(3H)-one ClC=1C=CC2=C(C(=NC(C(N2)=O)O)C2=CC=CC=C2)C1